(p-hydroxyphenyl)cobalt palmitoleyl-pentatriacontanoate cis-3-hexenyl-butyrate ((Z)-hex-3-en-1-yl-butyrate) C(C\C=C/CC)C(C(=O)[O-])CC.C(=C/CCCC)/C(CC(=O)[O-])C.C(CCCCCCC\C=C/CCCCCC)OC(CCCCCCCCCCCCCCCCCCCCCCCCCCCCCCCCCC)=O.OC1=CC=C(C=C1)[Co+2]